C(C)(C)(C)OC(=O)N1C(C=CC1)C1=NC=CC(=C1)C(F)(F)F (4-(trifluoromethyl)pyridin-2-yl)-2,5-dihydro-1H-pyrrole-1-carboxylic acid tert-butyl ester